C(CCCCCCC)SC1=NC(=NC(=N1)NC1=CC(=C(C(=C1)C(C)(C)C)O)C(C)(C)C)NC1=CC(=C(C(=C1)C(C)(C)C)O)C(C)(C)C 2-n-octylthio-4,6-bis(4-hydroxy-3,5-di-t-butylanilino)-1,3,5-triazine